ClC1=CC=C(C=C1)C1CN(CC1)C(=O)C1=CC(=NN1)C1=CC=NC=C1 [3-(4-Chlorophenyl)pyrrolidin-1-yl]-[3-(4-pyridyl)-1H-pyrazol-5-yl]methanone